COC(CC(=O)N(C=1C(=NN(C1)C)C(=O)OC)CCCC)=O 3-[N-(1-Butyl)-N-[3-(methoxycarbonyl)-1-methyl-1H-pyrazol-4-yl]amino]-3-oxopropanoic acid methyl ester